8-hydroxyquinoline aluminium salt [Al].OC=1C=CC=C2C=CC=NC12